2-(3-methylbutanoylamino)-4-[4-(5,6,7,8-tetrahydro-1,8-naphthyridin-2-yl)butyl-[2-(3,4,5-trimethoxyphenoxy)ethyl]amino]butanoic acid CC(CC(=O)NC(C(=O)O)CCN(CCOC1=CC(=C(C(=C1)OC)OC)OC)CCCCC1=NC=2NCCCC2C=C1)C